Ethyl 3-fluoro-5-[({1-[2-fluoro-4-(trifluoromethyl) phenyl]cyclopropyl} carbonyl)amino]-2-[1-(2,2,2-trifluoroethyl)-1H-pyrazol-4-yl]benzoate FC=1C(=C(C(=O)OCC)C=C(C1)NC(=O)C1(CC1)C1=C(C=C(C=C1)C(F)(F)F)F)C=1C=NN(C1)CC(F)(F)F